ClC1=C(C=CC(=C1)OC1=CC=CC=C1)C(=O)C1=CNC=2N=CN=C(C21)N2CCN(CC2)C2=CC=C(C=C2)F (2-chloro-4-phenoxyphenyl)(4-(4-(4-fluorophenyl)piperazin-1-yl)-7H-pyrrolo[2,3-d]pyrimidin-5-yl)methanone